(rac)-(6-(3-Ethylphenyl)-2-azaspiro[3.4]octan-2-yl)((1s,3s)-3-hydroxy-3-methylcyclobutyl)methanon C(C)C=1C=C(C=CC1)[C@H]1CC2(CN(C2)C(=O)C2CC(C2)(C)O)CC1 |r|